N-(6-(cyclopropylmethoxy)-2-((1r,4r)-4-formylcyclohexyl)-2H-indazol-5-yl)pyrazolo[1,5-a]pyrimidine-3-carboxamide C1(CC1)COC=1C(=CC2=CN(N=C2C1)C1CCC(CC1)C=O)NC(=O)C=1C=NN2C1N=CC=C2